5-chloro-1-cyclopropyl-7-(morpholin-4-yl)indazole ClC=1C=C2C=NN(C2=C(C1)N1CCOCC1)C1CC1